CC1=NOC(=C1C1=NC=CC(=N1)C(=O)N)C 2-(3,5-dimethylisoxazol-4-yl)pyrimidine-4-formamide